ClC1=CC=C2C3=C(C4(OC2=C1)CN(C4)C(=O)[O-])C=C(C=C3)OC 3'-Chloro-8'-methoxyspiro[azetidine-3,6'-benzo[c]chromene]-1-carboxylate